C(C)(=O)C1=CC=C(S1)C1=CC(=C2C=CC=NC2=C1)C1(CC1)NC(=O)C=1C=C(OC[C@H]2N(CC2)C(=O)OC(C)(C)C)C=CC1C tert-Butyl (S)-2-((3-((1-(7-(5-acetylthiophen-2-yl)quinolin-5-yl)cyclopropyl)carbamoyl)-4-methylphenoxy)methyl)azetidine-1-carboxylate